ClC=1C=C(OC2=C(N=NN2)C(=O)O)C=C(C1OC(F)(F)F)C#CC1CCN(CC1)C 5-(3-chloro-5-((1-methylpiperidin-4-yl)ethynyl)-4-(trifluoromethoxy)phenoxy)-1H-1,2,3-triazole-4-carboxylic acid